NC1=C(N=CC(=N1)N1CCC2(CC1)[C@@H](C1C(OCCO1)C2)N)SC2=C(C(=NC=C2)N)Cl (5S)-1'-(6-amino-5-((2-amino-3-chloropyridin-4-yl)thio)pyrazin-2-yl)hexahydrospiro[cyclopenta[b][1,4]dioxine-6,4'-piperidin]-5-amine